tert-butyl 5-(2-ethoxy-2-oxoethyl)-2-oxopiperidine-1-carboxylate C(C)OC(CC1CCC(N(C1)C(=O)OC(C)(C)C)=O)=O